[Si](C)(C)(C(C)(C)C)OCC=1N(N=C2C(=CC=CC12)OC)C=1C(C(OC1)(C)C)=O 4-(3-(((tert-butyldimethylsilyl)oxy)methyl)-7-methoxy-2H-indazol-2-yl)-2,2-dimethylfuran-3(2H)-one